C(C=C)C1=NC(=CC=C1NC(C1=C(C=C(C=C1)C(F)(F)F)NC1=C(C=C(C=C1)F)OCC=C)=O)OC N-(2-Allyl-6-methoxypyridin-3-yl)-2-((2-(allyloxy)-4-fluorophenyl)amino)-4-(trifluoromethyl)benzamide